(E)-oct-6-en-4-ynal C(CCC#C\C=C\C)=O